3-(2-Fluorophenyl)-2-(trifluoromethyl)-6,7-dihydro-5H-cyclopenta[b]pyridin-4-amine FC1=C(C=CC=C1)C=1C(=C2C(=NC1C(F)(F)F)CCC2)N